1-(t-butyl) 4-ethyl 2-methyl (2S,4S)-4-(2-methylallyl)pyrrolidine-1,2,4-tricarboxylate CC(C[C@@]1(C[C@H](N(C1)C(=O)OC(C)(C)C)C(=O)OC)C(=O)OCC)=C